FC(C1=CC=C(C=C1)S(=O)(=O)N1CC2(CN(CC2)C(=O)OCC2=CC=CC=C2)C2=CC=CC=C12)F benzyl 1-[4-(difluoromethyl) benzenesulfonyl]-1,2-dihydrospiro[indole-3,3'-pyrrolidine]-1'-carboxylate